O/C=C/C(CC1=CC=CC=C1)=O (E)-4-hydroxy-1-phenylbut-3-en-2-one